OC1C(C(OC2C1OC(OC2)(C)C)OC2=C(C=CC=C2)C(\C=C\C2=CC=CC=C2)=O)NC(C)=O N-[8-Hydroxy-2,2-dimethyl-6-[2-[(E)-3-phenylprop-2-enoyl]phenoxy]-4,4a,6,7,8,8a-hexahydropyrano[3,2-d][1,3]dioxin-7-yl]acetamide